C(C)(C)(C)OC(=O)NCC1=CC(=C(C=C1)NC(=O)C1=CC2=C(OCCC3=C2SC=C3)C=C1C=1C(=NC(=CC1)C(NCCC)=O)C(=O)OC)OCCCCCCC methyl 3-(9-((4-(((tert-butoxycarbonyl)amino)methyl)-2-(heptyloxy)phenyl)carbamoyl)-4,5-dihydrobenzo[b]thieno[2,3-d]oxepin-8-yl)-6-(propylcarbamoyl)picolinate